CC1CC(NCC1)C1=CC=C(C=C1)P(OCC)(OCC)=O Diethyl (4-(4-methylpiperidin-2-yl)phenyl)phosphonate